tert-butyl (2S)-4-((1-methylcyclopropyl) amino)-2-phenylpiperidine-1-carboxylate CC1(CC1)NC1C[C@H](N(CC1)C(=O)OC(C)(C)C)C1=CC=CC=C1